C[C@H]1CN2C(SC1)=CC(=C(C2=O)C#N)C=2C=NC(=CC2)C2(CC2)C (3S)-3-methyl-8-[6-(1-methyl-cyclopropyl)pyridin-3-yl]-6-oxo-2H,3H,4H,6H-pyrido[2,1-b][1,3]thiazine-7-carbonitrile